1-(2-(5-((4-(4-(trifluoromethyl)piperidin-1-yl)phenyl)amino)-2H-indazol-2-yl)ethyl)urea FC(C1CCN(CC1)C1=CC=C(C=C1)NC1=CC2=CN(N=C2C=C1)CCNC(=O)N)(F)F